S1C(=CC=C1)B(O)O.S1C(=CC=C1)B(O)O.[Si](C1=CC=CC=C1)(C1=CC=CC=C1)(C(C)(C)C)OCC1(CC1)CNS(=O)(=O)C N-((1-(((tert-butyldiphenylsilyl)oxy)methyl)cyclopropyl)methyl)methanesulfonamide dithiopheneboronate